CN1C=NC2=C(C1=O)C=NN2C2OCCCC2 5-methyl-1-(tetrahydro-2H-pyran-2-yl)-1,5-dihydro-4H-pyrazolo[3,4-d]Pyrimidin-4-one